C(C=C)(=O)N1CC(C1)OC=1C=C2C(=NC=NC2=CC1OC)NC=1C=C(C=CC1OC)C1=CC=C(C=C1)C#N 3'-((6-((1-acryloylazetidin-3-yl)oxy)-7-methoxy-quinazolin-4-yl)amino)-4'-methoxy-[1,1'-biphenyl]-4-carbonitrile